rac-tert-Butyl (3R,4R)-3-((2-chloro-9-(difluoromethyl)-9H-purin-6-yl)amino)-4-fluoropyrrolidine-1-carboxylate ClC1=NC(=C2N=CN(C2=N1)C(F)F)N[C@@H]1CN(C[C@H]1F)C(=O)OC(C)(C)C |r|